4-(trifluoromethyl)phenylamine FC(C1=CC=C(C=C1)N)(F)F